(S)-2-(3-(azetidin-1-yl(4-methyl-4H-1,2,4-triazol-3-yl)methyl)phenyl)-6-(((1-methylcyclobutyl)amino)methyl)-4-(trifluoromethyl)isoindolin-1-one N1(CCC1)[C@@H](C=1C=C(C=CC1)N1C(C2=CC(=CC(=C2C1)C(F)(F)F)CNC1(CCC1)C)=O)C1=NN=CN1C